FC=1C=C2[C@H](NC=3C=CC4=NC=C(C(NCC5(OC2=C(C1)C5)C)=O)N4N3)C (3R,1R)-6-fluoro-3,11-dimethyl-10-oxa-2,13,17,21,22-pentaazapentacyclo[13.5.2.18,11.04,9.018,22]tricosa-1(21),4,6,8,15,17,19-heptaen-14-one